3-amino-3-(6-chloropyridin-2-yl)-1-(6-(3,4-difluorophenyl)-4-(hydroxymethyl)pyridin-3-yl)piperidin-4-ol NC1(CN(CCC1O)C=1C=NC(=CC1CO)C1=CC(=C(C=C1)F)F)C1=NC(=CC=C1)Cl